CN(C(CCC1=NN2C(N=C(C=C2N2CCOCC2)N2N=C(C=C2)C=2C=C(C=CC2)C)=C1)=O)C N,N-dimethyl-3-(7-morpholino-5-(3-(m-tolyl)-1H-pyrazol-1-yl)pyrazolo[1,5-a]pyrimidin-2-yl)propanamide